2-(Trifluoromethyl)-1,4-benzenediol FC(C1=C(C=CC(=C1)O)O)(F)F